O[C@]12[C@@](OC=3C(=NC=CC31)C3=CC=C(C(=C3)O)OC)([C@@H]([C@@H](C2)C(=O)OC)C2=CC=CC=C2)C2=CC=C(C=C2)C |r| rac-methyl (4bS,5R,6R,7S,7aR)-4b,5-dihydroxy-4-methoxy-7-phenyl-phenyl-7a-(p-tolyl)-4b,6,7,7a-tetrahydro-5H-cyclopenta[4,5]furo[2,3-c]pyridine-6-carboxylate